C1(CCC(N1)=NO)=NO succinimide dioxime